BrC1=C(C=CC(=C1)S(=O)(=O)C)O 2-Bromo-4-methylsulfonylphenol